2',3',4',5'-tetrahydro-[1,1'-biphenyl]-3-sulfonamide C1(=CC(=CC=C1)S(=O)(=O)N)C=1CCCCC1